3-(4-(((tert-butoxycarbonyl)(methyl)amino)methyl)phenyl)isoxazole C(C)(C)(C)OC(=O)N(C)CC1=CC=C(C=C1)C1=NOC=C1